CC=1N(C(=CC1)C)S(=O)(=O)C1=C(C=C(C=C1)C#C[Si](C)(C)C)CO [2-(2,5-dimethyl-pyrrole-1-sulfonyl)-5-trimethylsilylethynyl-phenyl]-methanol